C(CCCCCCCCC\C=C/CCCC)=O (Z)-11-hexadecenealdehyde